ClC=1C(=NC(=NC1)NC1=CCCCC1)NC1=C(C=CC=C1)P(C)(C)=O (2-((5-Chloro-2-(cyclohexenylamino)pyrimidin-4-yl)amino)phenyl)dimethylphosphine oxide